3-(3-Fluorophenyl)-5-methyl-pyrazol-4-ol FC=1C=C(C=CC1)C1=NNC(=C1O)C